2,2,3-trimethylpentane CC(C)(C(CC)C)C